C(C)OC(C(NCC(F)(F)F)=O)=O 2-oxo-2-((2,2,2-trifluoroethyl)amino)acetic acid ethyl ester